CC1CC(CC(C1C)C)O 3,4,5-trimethylcyclohexanol